(2R)-5-(1,3-Dioxolan-2-yl)-2-methyl-pentanoic acid O1C(OCC1)CCC[C@H](C(=O)O)C